(pentamethylcyclopentadienyl)(1-isopropyl-1,5,6,7-tetrahydro-s-indacenyl)hafnium CC1=C(C(=C(C1(C)[Hf]C1(C=CC2=CC=3CCCC3C=C12)C(C)C)C)C)C